methyl cis-3-(6-fluorobenzimidazol-1-yl)cyclobutanecarboxylate FC=1C=CC2=C(N(C=N2)[C@H]2C[C@H](C2)C(=O)OC)C1